BrC=1C=C2C(=NC1)N(C=C2\C(=C\OC)\C2CC2)COCC[Si](C)(C)C (E)-5-bromo-3-(1-cyclopropyl-2-methoxyvinyl)-1-((2-(trimethylsilyl)ethoxy)methyl)-1H-pyrrolo[2,3-b]pyridine